5-[1-(2,5-difluorophenyl)ethyl]pyrimidin-2-amine FC1=C(C=C(C=C1)F)C(C)C=1C=NC(=NC1)N